N-(5-amino-6-hydrazinyl-6-oxohexyl)-6-(5-((3aS,6aR)-2-oxohexa-hydro-1H-thieno[3,4-d]imidazol-4-yl)pentan-amido)hexanamide NC(CCCCNC(CCCCCNC(CCCCC1SC[C@@H]2NC(N[C@@H]21)=O)=O)=O)C(=O)NN